BrC=1C=2C(N=C3N(C2C=CC1)C1=CC(=CC=C1C31CCCCC1)C1CCN(CC1)CCC1CCN(CC1)C1=C3C(N(C(C3=CC=C1)=O)C1C(NC(CC1)=O)=O)=O)=O 4-(4-(2-(4-(4'-bromo-5'-oxo-5'H-spiro[cyclohexane-1,7'-indolo[1,2-a]quinazolin]-10'-yl)piperidin-1-yl)ethyl)piperidin-1-yl)-2-(2,6-dioxopiperidin-3-yl)isoindoline-1,3-dione